C(CCCCCCCCCCCCCCC)C(=[NH+][O-])CCCCCCCCCCCCCCCCC n-hexadecyl-α-heptadecyl-nitrone